N-(4-([1,4'-bipiperidin]-1'-ylmethyl)phenyl)-4-((4-methoxyphenyl)amino)benzamide N1(CCCCC1)C1CCN(CC1)CC1=CC=C(C=C1)NC(C1=CC=C(C=C1)NC1=CC=C(C=C1)OC)=O